N-[(1S,2R)-2-(4-{7-Cyclopropyl-5-[(1R)-1-methyl-1,2,3,4-tetrahydroisoquinoline-2-carbonyl]pyrazolo[1,5-a]pyrimidin-2-yl}-3-fluorophenyl)cyclopropyl]cyclopropanecarboxamide C1(CC1)C1=CC(=NC=2N1N=C(C2)C2=C(C=C(C=C2)[C@@H]2[C@H](C2)NC(=O)C2CC2)F)C(=O)N2[C@@H](C1=CC=CC=C1CC2)C